trimercapto-triazine-ethanedithiol SC(C(S)(S)S)(C1=NN=NC=C1)S